NC1=NC(=NN1CCCCCC[Si](OC)(OC)OC)CC 5-Amino-3-ethyl-1-[6-(trimethoxysilyl)hexyl]-1,2,4-triazole